(R)-(1,3-Dimethyl-azetidin-3-yl)-(4-propyl-phenyl)-{5-[3-(tetrahydro-pyran-4-yl)-[1,2,4]oxadiazol-5-yl]-pyridin-3-yl}-methanol CN1CC(C1)(C)[C@@](O)(C=1C=NC=C(C1)C1=NC(=NO1)C1CCOCC1)C1=CC=C(C=C1)CCC